[Fe-4](C#N)(C#N)(C#N)(C#N)(C#N)C#N.[Na+].[Na+].[Na+].[Na+] sodium ferrocyanide salt